C1C[C@@H](CC12CCNCC2)N2C=NC1=CC=C(C=C1C2=O)OC2=C(C(=CC=C2F)NS(N(C)CC)(=O)=O)C#N 3-[(3s)-8-azaspiro[4.5]decan-3-yl]-6-[2-cyano-3-[[ethyl(methyl)sulfamoyl]amino]-6-fluoro-phenoxy]-4-oxo-quinazoline